1-dimethylbutyl-3-methylimidazole benzenesulfonate salt C1(=CC=CC=C1)S(=O)(=O)O.CC(CCC)(N1CN(C=C1)C)C